8-((2S,5R)-4-(imidazo[1,2-b]pyridazin-3-yl)-2,5-dimethylpiperazin-1-yl)-5-methyl-6-oxo-5,6-dihydro-1,5-naphthyridine-2-carbonitrile N=1C=C(N2N=CC=CC21)N2C[C@@H](N(C[C@H]2C)C2=CC(N(C=1C=CC(=NC21)C#N)C)=O)C